NC1C(C2CCC1C2)C(=O)O (cis)-3-aminobicyclo[2.2.1]heptane-2-carboxylic acid